ClC=1C=C(C=C2C=NN(C12)C=1C=C(C(=C(C1)O)F)F)N1CCN(CC1)S(=O)(=O)C 5-(7-Chloro-5-(4-(methyl-sulfonyl)piperazin-1-yl)-1H-indazol-1-yl)-2,3-difluoro-phenol